[Si](C)(C)(C(C)(C)C)OCC1CCC(CC1)O (1s,4s)-4-(((tert-butyldimethylsilyl)oxy)methyl)cyclohexan-1-ol